BrC1=CC(=C(C=C1)NC(OC(C)(C)C)=O)F tert-butyl (4-bromo-2-fluorophenyl)carbamate